(2R,3S)-3-((2-(6-chloro-3-methoxyquinolin-8-yl)-6-fluorothiazolo[5,4-b]pyridin-5-yl)oxy)butan-2-yl (2-oxo-2,3-dihydrobenzo[d]oxazol-6-yl)carbamate O=C1OC2=C(N1)C=CC(=C2)NC(O[C@H](C)[C@H](C)OC2=C(C=C1C(=N2)SC(=N1)C=1C=C(C=C2C=C(C=NC12)OC)Cl)F)=O